(1S,2S)-N-(6-(7-(cyclopropyl(methoxy)methyl)-6-fluoro-5-methyl-1H-indazol-4-yl)imidazo[1,2-a]pyrazin-2-yl)-2-fluorocyclopropane-1-carboxamide C1(CC1)C(C=1C(=C(C(=C2C=NNC12)C=1N=CC=2N(C1)C=C(N2)NC(=O)[C@H]2[C@H](C2)F)C)F)OC